3,9-bis{2-[3-(4-hydroxy-5-methylphenyl)propionyloxy]1,1'-dimethylethyl}-2,4,8,10-tetraoxaspiro[5.5]undecane OC1=CC=C(C=C1C)CCC(=O)OCC(C)(C)C1OCC2(CO1)COC(OC2)C(COC(CCC2=CC=C(C(=C2)C)O)=O)(C)C